ClC=1C(=NC(=NC1)N[C@H]1CN(C(CC1)=O)C)C1=CC=C2CN(C(C2=C1)=O)[C@@H](C(=O)N[C@H](CO)C1=CC(=CC(=C1)OC)F)C (2R)-2-[6-(5-Chloro-2-{[(3R)-1-methyl-6-oxopiperidin-3-yl]amino}pyrimidin-4-yl)-1-oxo-2,3-dihydro-1H-isoindol-2-yl]-N-[(1S)-1-(3-fluoro-5-methoxyphenyl)-2-hydroxyethyl]propanamid